3',5'-dichloro-5-(((2-methoxyethyl)amino)methyl)-[1,1'-biphenyl]-3-ol ClC=1C=C(C=C(C1)Cl)C1=CC(=CC(=C1)CNCCOC)O